ClC1=CC=C(C=C1)C1(CC1)C(=O)N1[C@@H]2CN([C@H](C1)C2)C2=C(C=CC=C2)/C=C/C(=O)NO (E)-3-(2-((1S,4S)-5-(1-(4-chlorophenyl)cyclopropane-1-carbonyl)2,5-diazabicyclo[2.2.1]heptan-2-yl)phenyl)-N-hydroxyacrylamide